5-bromo-8-(2-furoylamino)quinoline BrC1=C2C=CC=NC2=C(C=C1)NC(=O)C=1OC=CC1